2,2-dimethyl-6,6,7,7,8,8,8-heptafluoro-3,5-octanedione CC(C)(C(CC(C(C(C(F)(F)F)(F)F)(F)F)=O)=O)C